C(C)(C)(C)OC(=O)N1CC(C1)(C)[C@@](C1=CC=C(C=C1)C(C)C)(O)C1=CC(=CC=C1)N1CCN(CC1)C(=O)C1CCCC1 3-[(S)-[3-(4-Cyclopentanecarbonyl-piperazin-1-yl)-phenyl]-hydroxy-(4-isopropyl-phenyl)-methyl]-3-methyl-azetidine-1-carboxylic acid tert-butyl ester